O=C1NC(CCC1N1C(C2=CC=C(C=C2C1=O)N1CCC2(CCN(CC2)C(C=O)(C)C)CC1)=O)=O 2-(9-(2-(2,6-dioxopiperidin-3-yl)-1,3-dioxoisoindolin-5-yl)-3,9-diazaspiro[5.5]undec-3-yl)-2-methylpropanal